[N+](=O)([O-])C1=CC=2C(C3=CC(=CC(=C3C2C(=C1)[N+](=O)[O-])[N+](=O)[O-])[N+](=O)[O-])=O 2,4,5,7-tetranitro-9-fluorenone